COC1=CC=C(C=C1)COC(C#CC1=CC=C(C=N1)OC1CC(C1)O)C 3-[[6-[3-[(4-methoxyphenyl)methoxy]but-1-ynyl]-3-pyridinyl]oxy]cyclobutanol